C(C1=CC=CC=C1)C1=NNC(=N1)C1=CC=CC=C1 3-benzyl-5-phenyl-1,2,4-triazole